FC(OC1=C(CN2C(N(C(C3=CC=C(C=C23)C(=O)NCC2=C(C=C(C=C2F)F)F)C)C)=O)C(=CC=C1)F)F 1-(2-(difluoromethoxy)-6-fluorobenzyl)-3,4-dimethyl-2-oxo-N-(2,4,6-trifluorobenzyl)-1,2,3,4-tetrahydroquinazoline-7-carboxamide